NC1=NC=CC2=C(C=CC=C12)C1=CC2=C(N(N=C2C=C1)C1CN(CC1)CC(=O)[O-])COC1=C(C=CC=C1)CC(=O)OCC 3-(5-(1-aminoisoquinolin-5-yl)-3-((2-(2-ethoxy-2-oxoethyl)phenoxy)methyl)-2H-indazol-2-yl)pyrrolidin-1-ylacetate